CC1(C2=CC=CC=C2NC=2C=CC(=C(C12)Br)Br)C 9,10-dihydro-9,9-dimethyldibromoacridine